N-(6-((5-Fluorobenzo[d][1,3]dioxol-4-yl)amino)-1H-indazol-3-yl)-4-(1-methylpiperidin-4-yl)benzamid FC1=C(C2=C(OCO2)C=C1)NC1=CC=C2C(=NNC2=C1)NC(C1=CC=C(C=C1)C1CCN(CC1)C)=O